n-hexyl acetate CCCCCCOC(=O)C